CN1C=2N(CC(C1)CN)N=CC2CC2=CC(=CC=C2)C(F)(F)F (4-methyl-3-(3-(trifluoromethyl)benzyl)-4,5,6,7-tetrahydropyrazolo[1,5-a]pyrimidin-6-yl)methanamine